O.[Na+].S(=O)(=O)([O-])C1=CC=C(C=C1)N=C=S 4-sulfophenyl isothiocyanate sodium salt monohydrate